2-(6-Oxo-2-phenyl-5-(4-(1-((2-(trimethylsilyl)ethoxy)methyl)-1H-imidazol-5-yl)benzamido)pyrimidin-1(6H)-yl)acetic acid O=C1C(=CN=C(N1CC(=O)O)C1=CC=CC=C1)NC(C1=CC=C(C=C1)C1=CN=CN1COCC[Si](C)(C)C)=O